N[C@H]1C(C[C@@](C1)(C(=O)OC)CC1=CC(=CC=C1)C1=NC=C(C=N1)Br)(F)F methyl (1r,4r)-4-amino-1-(3-(5-bromopyrimidin-2-yl) benzyl)-3,3-difluorocyclopentane-1-carboxylate